ClC=1C=CC2=C(CCC=3C(=NC=CC3)C2=C2CCN(CC2)CC(O)C2=C(N=C3SC=CN32)C)C1 2-(4-(8-chloro-5,6-dihydro-11H-benzo[5,6]cyclohepta[1,2-b]pyridin-11-ylidene)piperidin-1-yl)-1-(6-methylimidazo[2,1-b]thiazol-5-yl)ethan-1-ol